5-(tert-butyl) 4-methyl 1-ethyl-4,6-dihydropyrrolo[3,4-c]pyrazole-4,5(1H)-dicarboxylate C(C)N1N=CC2=C1CN(C2C(=O)OC)C(=O)OC(C)(C)C